C(#N)C=1C=C(CN2CC3=CC=C(C=C3C2)C(=O)N)C=CC1OCC1CCN(CC1)S(=O)(=O)C 2-(3-cyano-4-((1-(methylsulfonyl)piperidin-4-yl)methoxy)benzyl)isoindoline-5-carboxamide